aluminium dipropoxide [O-]CCC.[O-]CCC.[Al+2]